(R)-N-(2-cyclopropyl-3-(2,5-difluorophenyl)propyl)-6-oxo-1,6-dihydropyridazine-3-carboxamide C1(CC1)[C@H](CNC(=O)C1=NNC(C=C1)=O)CC1=C(C=CC(=C1)F)F